1-((1R,5R)-6-(7-(5-chloroisoquinolin-4-yl)-6-fluoro-2-((tetrahydro-1H-pyrrolizin-7a(5H)-yl)methoxy)quinazolin-4-yl)-2,6-diazabicyclo[3.2.0]hept-2-yl)-2-fluoroprop-2-en-1-one ClC1=C2C(=CN=CC2=CC=C1)C1=C(C=C2C(=NC(=NC2=C1)OCC12CCCN2CCC1)N1[C@@H]2CCN([C@@H]2C1)C(C(=C)F)=O)F